(4-((2-amino-4-(pentylamino)-5H-pyrrolo[3,2-d]pyrimidin-5-yl)methyl)-3-methoxyphenyl)methanol NC=1N=C(C2=C(N1)C=CN2CC2=C(C=C(C=C2)CO)OC)NCCCCC